3-methyl-1-(2-morpholinoethyl)-1H-pyrazole CC1=NN(C=C1)CCN1CCOCC1